2-(2-(methylthio)pyrimidin-4-yl)acetic acid ethyl ester C(C)OC(CC1=NC(=NC=C1)SC)=O